(S)-2-(6-methoxy-2,3-dihydro-1H-inden-1-yl)malonic acid diethyl ester C(C)OC(C(C(=O)OCC)[C@@H]1CCC2=CC=C(C=C12)OC)=O